FC=1C=C(C=CC1)C=1NC2=C(C=C(C=C2C1)CN1CCS(CC1)(=O)=O)NC1CCOCC1 4-((2-(3-fluorophenyl)-7-((tetrahydro-2H-pyran-4-yl)amino)-1H-indol-5-yl)methyl)thiomorpholine 1,1-dioxide